C(CCCCCCCC)C1OCCO1 2-(n-nonyl)-1,3-dioxolane